4-bromo-3-methyl-1-(tetrahydro-2H-pyran-2-yl)-1H-indazole BrC1=C2C(=NN(C2=CC=C1)C1OCCCC1)C